1-(3-chloro-5-nitropyridin-2-yl)piperazine tert-Butyl-4-(3-chloro-5-nitropyridin-2-yl)piperazine-1-carboxylate C(C)(C)(C)OC(=O)N1CCN(CC1)C1=NC=C(C=C1Cl)[N+](=O)[O-].ClC=1C(=NC=C(C1)[N+](=O)[O-])N1CCNCC1